tert-butyl (1-(((7-chloro-8-fluoro-2-((tetrahydro-1H-pyrrolizin-7a(5H)-yl)methoxy)pyrido[4,3-d]pyrimidin-4-yl)amino)methyl)cyclobutyl)(methyl)carbamate ClC1=C(C=2N=C(N=C(C2C=N1)NCC1(CCC1)N(C(OC(C)(C)C)=O)C)OCC12CCCN2CCC1)F